FC=1C=C2C(=C(NC2=C(C1)F)C1=CC=C(C=C1)F)CCC(=O)NS(=O)(=O)C 3-[5,7-difluoro-2-(4-fluorophenyl)-1H-indol-3-yl]-N-methylsulfonyl-propanamide